methyl 6-(8-(benzo[d]thiazol-2-ylcarbamoyl)-3,4-dihydroisoquinolin-2(1H)-yl)-3-bromopicolinate S1C(=NC2=C1C=CC=C2)NC(=O)C=2C=CC=C1CCN(CC21)C2=CC=C(C(=N2)C(=O)OC)Br